2,5-Diaminobenzenesulfonic acid NC1=C(C=C(C=C1)N)S(=O)(=O)O